ClC1=NC(=C(C(=C1F)N)I)Cl 2,6-Dichloro-3-fluoro-5-iodopyridin-4-amine